4H-pyrido[1,2-a]pyrimidine-3-carboxamide N1=C2N(CC(=C1)C(=O)N)C=CC=C2